COC1=C(C=CC=C1)NC=1OC2=C(N1)C=C(C=C2)C(=O)OCC ethyl 2-((2-methoxyphenyl)amino)benzo[d]oxazole-5-carboxylate